C1(CCC1)N1N=C(C(=C1)CC1=CC(=NN1C1=C(C=C(C=C1)F)C(C)O)C)C(=O)N(C)C 1-cyclobutyl-4-((1-(4-fluoro-2-(1-hydroxyethyl)phenyl)-3-methyl-1H-pyrazol-5-yl)methyl)-N,N-dimethyl-1H-pyrazole-3-carboxamide